4-(1,4-diazepan-1-yl)-6,7-dimethoxyquinazoline hydrochloride Cl.N1(CCNCCC1)C1=NC=NC2=CC(=C(C=C12)OC)OC